BrC1=CC2=C(N=C3N2CCN3)C=C1 6-bromo-2,3-dihydro-1H-benzo[d]imidazo[1,2-a]imidazole